FC=1C=C(C=O)C=C(C1C(C)C)F 3,5-difluoro-4-isopropylbenzaldehyde